O1CC(CC1)C=1C(=NC=CC1)C(=O)NN (tetrahydrofuran-3-yl)pyridinehydrazide